C1=CC(=CC=C1CC2=CC=C(C=C2)O)O 4,4'-bis(hydroxyphenyl)methane